N-(4-Bromophenyl)-1,3-di-tert-butylimidazolidin-2-imin BrC1=CC=C(C=C1)N=C1N(CCN1C(C)(C)C)C(C)(C)C